3-(4-nitrophenyl)-2-phenyl-6-aminoquinoxaline [N+](=O)([O-])C1=CC=C(C=C1)C=1C(=NC2=CC=C(C=C2N1)N)C1=CC=CC=C1